C1(=CC=CC2=CC=CC=C12)C=1NC=C(N1)C 2-(1-naphthyl)-4-methylimidazole